C(C)(C)(C)OC(N[C@H]1CO[C@@H](CC1OC)C(=O)NNC(=O)C1(CCC1)OC(F)(F)F)=O ((3s,6s)-4-methoxy-6-(2-(3-cis-(trifluoromethoxy)cyclobutanecarbonyl)hydrazinocarbonyl)tetrahydro-2H-pyran-3-yl)carbamic acid tert-butyl ester